1,2,4-trimethylcyclopentadienyl-lithium CC1(C(=CC(=C1)C)C)[Li]